CSC1=NC=C(C=N1)CN1N=CC(=C1)C(=O)OC methyl 1-((2-(methylthio)pyrimidin-5-yl)methyl)-1H-pyrazole-4-carboxylate